C(C)N(CCOC1=CC=C2C=C(C(OC2=C1)=NO)C(C)=O)CC 7-(2-diethylaminoethoxy)-3-acetylcoumarin oxime